[Cl-].[Cl-].C[Si](=[Zr+2](C1(C(=CC=C1)C)C)C1(C(=CC=C1)C)C)C dimethylsilylenebis(dimethylcyclopentadienyl)zirconium dichloride